(R)-5-(7-chloro-3-cyclohexyl-2-methyl-1,1-dioxido-5-phenyl-2,3,4,5-tetrahydrobenzo[f][1,2,5]thiadiazepin-8-yl)thiophene-3-carboxylic acid ClC=1C(=CC2=C(N(C[C@H](N(S2(=O)=O)C)C2CCCCC2)C2=CC=CC=C2)C1)C1=CC(=CS1)C(=O)O